[C@H]12CN(C[C@H](CC1)N2)C2=CC(=NC1=C(C(=NC=C21)C2=CC(=CC1=CC=C(C(=C21)Cl)F)O)F)OC[C@]21CCCN1C[C@@H](C2)F 4-(4-((1R,5S)-3,8-diazabicyclo[3.2.1]octan-3-yl)-8-fluoro-2-(((2R,7aS)-2-fluorotetrahydro-1H-pyrrolizin-7a(5H)-yl)methoxy)-1,6-naphthyridin-7-yl)-5-chloro-6-fluoronaphthalen-2-ol